FC1=CC(=C(C=C1)C1=C2C=NN(C2=CC(=C1)C1CN(C1)[C@@H](C(C)C)CCCN1CCC(CC1)OC)C)C(=O)N1[C@@H](COCC1)C 4-{4-fluoro-2-[(3R)-3-methylmorpholine-4-carbonyl]phenyl}-6-{1-[(3R)-6-(4-methoxypiperidin-1-yl)-2-methylhexane-3-yl]azetidin-3-yl}-1-methyl-1H-indazole